S1C(=CC2=C1C=CC=C2)C2=CC=C(C=C2)O 4-(2-benzothienyl)phenol